4-[2-(tert-butylamino)-1-hydroxyethyl]-3-pyridinol C(C)(C)(C)NCC(O)C1=C(C=NC=C1)O